3,4-dihydroisoquinolin Tert-Butyl-6-[[2-(trifluoromethyl)pyrimidin-5-yl]methylene]-2-azaspiro[3.3]heptane-2-carboxylate C(C)(C)(C)OC(=O)N1CC2(C1)CC(C2)=CC=2C=NC(=NC2)C(F)(F)F.C2=NCCC1=CC=CC=C21